ClC1=CC(=CC(=N1)N1CCN(CC1)S(=O)(=O)C1=CC=C(C=C1)C1=C(C(=O)N)C=CC=C1NC(C(CCN)N)=O)C(F)(F)F [4-[4-[6-chloro-4-(trifluoromethyl)-2-pyridyl]piperazin-1-yl]sulfonylphenyl]-3-(2,4-diaminobutanoylamino)benzamide